C(#N)C=1C=C(C=CC1)C=1N=C(SC1C1=CC(=NC(=C1)C)C)NC(=O)N1C[C@@H]2OCCN([C@H]2C1)C(=O)OC(C)(C)C |r| tert-butyl rac-(4aS,7aS)-6-[[4-(3-cyanophenyl)-5-(2,6-dimethyl-4-pyridyl)thiazol-2-yl]carbamoyl]-2,3,4a,5,7,7a-hexahydropyrrolo[3,4-b][1,4]oxazine-4-carboxylate